ISOBUTYL BENZOATE C(C1=CC=CC=C1)(=O)OCC(C)C